Cl.ClC1=NC=2C=CC=C(C2C=C1)NC1CCNCC1 chloro-N-(piperidin-4-yl)quinolin-5-amine hydrochloride